C(C1=CC=CC=C1)(C1=CC=CC=C1)(C1=CC=CC=C1)OCCO 2-(trityloxy)ethan-1-ol